2,6-dichlorobenzoyldiphenylphosphin oxide ClC1=C(C(=O)P(C2=CC=CC=C2)(C2=CC=CC=C2)=O)C(=CC=C1)Cl